OC1=CC=C(C(=O)N(C)CCN(C(OC(C)(C)C)=O)C)C=C1 t-butyl (2-(4-hydroxy-N-methylbenzamido)ethyl)(methyl)-carbamate